COC1=C(CN(C=2OC3=C(C=NC=C3N3C[C@@H](OC[C@@H]3C)C(=O)N3[C@H](C4=C(C=C(C=C4CC3)C(F)(F)F)Cl)C)N2)CC2=C(C=C(C=C2)OC)OC)C=CC(=C1)OC ((2R,5S)-4-(2-(bis(2,4-dimethoxybenzyl)amino)oxazolo[4,5-c]pyridin-7-yl)-5-methylmorpholin-2-yl)((S)-8-chloro-1-methyl-6-(trifluoromethyl)-3,4-dihydroisoquinolin-2(1H)-yl)methanone